1-(2-Chloro-7-methyl-8-oxo-7,8-dihydro-9H-purin-9-yl)-4-oxocyclohexane-1-carbonitrile ClC1=NC=C2N(C(N(C2=N1)C1(CCC(CC1)=O)C#N)=O)C